F[C@@]1([C@](O)([C@H](O)[C@@H](CO)O1)C)N1C(=O)NC(=O)C=C1 fluoro-2'-methyl-uridine